NC1=C(C(=NN1C1=C(C=C(C=C1Cl)C(F)(F)F)Cl)C#N)S(=O)(=O)C(F)(F)F 5-amino-1-[2,6-dichloro-4-(trifluoromethyl)phenyl]-4-[(trifluoromethyl)sulfonyl]-1H-pyrazole-3-carbonitrile